O=C1NC(CCC1N1C(C2=CC=CC(=C2C1=O)NCCC=1C(=NC=CC1)C(=O)N)=O)=O (2-((2-(2,6-dioxopiperidin-3-yl)-1,3-dioxoisoindolin-4-yl)amino)ethyl)picolinamide